C(C1=CC=CC=C1)OC(N[C@H]1CC2(CNC2)CC1)=O (R)-(2-azaspiro[3.4]oct-6-yl)carbamic acid benzyl ester